3-chloro-1-propanol trifluoride [F-].[F-].[F-].ClCCCO